tert-butyl 3-{2-[(3-methoxynaphthalen-1-yl)amino]-5-[(tetrahydro-1H-pyrrolizin-7a(5H)-yl)methoxy][1,3]thiazolo[5,4-d]pyrimidin-7-yl}-3,8-diazabicyclo[3.2.1]octane-8-carboxylate COC=1C=C(C2=CC=CC=C2C1)NC=1SC=2N=C(N=C(C2N1)N1CC2CCC(C1)N2C(=O)OC(C)(C)C)OCC21CCCN1CCC2